CC=1C=CC(=C(C(=O)NC=2C=CC=C3C=CC=NC23)C1)C=C 5-methyl-N-(quinolin-8-yl)-2-vinyl-benzamide